benzyloxycarbonylamino(dimethoxyphosphino)acetic acid methyl ester COC(C(P(OC)OC)NC(=O)OCC1=CC=CC=C1)=O